C(C)(C)(C)N1CCN(CC1)C1=NOC(=C1)C1=C(C=CC=C1Cl)C1=C(C=CC(=C1)F)O (3-(4-(tert-butyl)piperazin-1-yl)isoxazol-5-yl)-3-chloro-5'-fluoro-2'-hydroxy-[1,1'-biphenyl]